COC(=O)C=1N=CN(C1)COCC[Si](C)(C)C 1-((2-(trimethylsilyl)ethoxy)methyl)-1H-imidazole-4-carboxylic acid methyl ester